3-((1-(7,8-Dichloro-4-(1H-Imidazol-1-Yl)Quinolin-2-Yl)Pyrrolidin-2-Yl)Methoxy)Propanoic Acid ClC1=CC=C2C(=CC(=NC2=C1Cl)N1C(CCC1)COCCC(=O)O)N1C=NC=C1